OC1=NC=CC(=N1)C1=C(C(=O)O)C=CC=C1 (2-hydroxypyrimidine-4-yl)benzoic acid